2-((5-(5-(difluoromethyl)-1,3,4-oxadiazole-2-yl)pyridine-2-yl)methyl)-8-(6-methoxypyridine-3-yl)-4,4-dimethylisoquinoline-1,3(2H,4H)-dione FC(C1=NN=C(O1)C=1C=CC(=NC1)CN1C(C2=C(C=CC=C2C(C1=O)(C)C)C=1C=NC(=CC1)OC)=O)F